CN(S(=O)(=O)N[C@@H]1[C@@H](N(CC1(F)F)C(=O)N(C)OC)CC=1C(=C(C=CC1)C1=CC=CC=C1)F)C (2S,3R)-3-[(dimethylsulfamoyl)amino]-4,4-difluoro-2-[(2-fluoro[1,1'-biphenyl]-3-yl)-methyl]-N-methoxy-N-methylpyrrolidine-1-carboxamide